3-((13S,15R,E)-17-(hydroxyimino)-13-methyl-7,8,9,11,12,13,14,15,16,17-decahydro-6H-cyclopenta[a]phenanthren-15-yl)-N-(5-methyloxazol-2-yl)propanamide O\N=C\1/C[C@H](C2C3CCC=4C=CC=CC4C3CC[C@]12C)CCC(=O)NC=1OC(=CN1)C